methyl (E)-4-hydroxyimino-4-phenylbutyrate O\N=C(/CCC(=O)OC)\C1=CC=CC=C1